(2S,11aR)-2-(Benzyloxy)-7-chloro-6-isopropoxy-8-methyl-2,3,11,11a-tetrahydro-1H,5H-benzo[f]pyrrolo[2,1-c][1,4]oxazepin-5-one C(C1=CC=CC=C1)O[C@H]1C[C@@H]2COC3=C(C(N2C1)=O)C(=C(C(=C3)C)Cl)OC(C)C